Propyl pyridine-6-carboxylate N1=CC=CC=C1C(=O)OCCC